ClC=1C=2N(C=CC1C1=CC(=C(C=C1)OC1=CC(=NC=C1)C)Cl)C(=NN2)COCC 8-chloro-7-[3-chloro-4-[(2-methyl-4-pyridinyl)oxy]phenyl]-3-(ethoxymethyl)-1,2,4-triazolo[4,3-a]pyridine